1-(6-(((1S,3S)-3-((5-Methylpyrazin-2-yl)amino)cyclopentyl)amino)pyridin-3-yl)-3,4-dihydro-1,8-naphthyridin-2(1H)-one CC=1N=CC(=NC1)N[C@@H]1C[C@H](CC1)NC1=CC=C(C=N1)N1C(CCC2=CC=CN=C12)=O